C(#N)C1(CCC1)NC(=O)C1=C(C=C2CCN3C(C2=C1)=C(C=C3C(=O)N3[C@@](CCC3)(C)C#N)CC(F)(F)F)OC N-(1-cyanocyclobutyl)-3-[(2R)-2-cyano-2-methyl-pyrrolidine-1-carbonyl]-8-methoxy-1-(2,2,2-trifluoroethyl)-5,6-dihydropyrrolo[2,1-a]isoquinoline-9-carboxamide